1-hexadecanoyl-2-butyryl-sn-glycero-3-phosphocholine C(CCCCCCCCCCCCCCC)(=O)OC[C@@H](OC(CCC)=O)COP(=O)([O-])OCC[N+](C)(C)C